BrC1=CC(=C(C=C1)C#CC(C)(C)C)Cl 4-bromo-2-chloro-1-(3,3-dimethyl-but-1-ynyl)benzene